C(C)(C)(C)OC(=O)NC([C@@H](C(=O)O)NC(=O)OCC1C2=CC=CC=C2C=2C=CC=CC12)C (2S)-3-(tert-Butoxycarbonylamino)-2-(9H-fluoren-9-ylmethoxycarbonylamino)butanoic acid